CS(=O)NCC(=O)N[C@@H](CCCCN1C(C=CC1=O)=O)C(=O)O methylsulfinylglycoyl-6-(2,5-dioxo-2,5-dihydro-1H-pyrrol-1-yl)-L-norleucine